methylbicyclo[2.2.1]heptane-2,3-dicarboxylic acid CC12C(C(C(CC1)C2)C(=O)O)C(=O)O